[N+](=O)([O-])C=1C=C2C(CCC2=C2CCCC12)=O 5-nitro-1,6,7,8-tetrahydro-as-indacen-3(2H)-one